({6-[(1,3-benzothiazol-2-yl)amino]-4,5-dimethylpyridazin-3-yl}amino)-1,3-thiazole-4-carboxylic acid S1C(=NC2=C1C=CC=C2)NC2=C(C(=C(N=N2)NC=2SC=C(N2)C(=O)O)C)C